BrCCCCC(C)(S(=O)(=O)[O-])O.[Na+] Sodium 6-bromo-2-hydroxyhexane-2-sulfonate